FC1(OC2=C(O1)C=CC(=C2)/C=C/C(=O)N2CCN(CC2)C(=O)C2=NC(=NC=C2)C(C)(C)O)F (E)-3-(2,2-difluorobenzo[d][1,3]dioxol-5-yl)-1-(4-(2-(2-hydroxypropan-2-yl)pyrimidine-4-carbonyl)piperazin-1-yl)prop-2-en-1-one